tert-butyl N-[2-(3,3-difluoro-4-hydroxypyrrolidin-1-yl)ethyl]carbamate FC1(CN(CC1O)CCNC(OC(C)(C)C)=O)F